1-(3'-bromo-3-chloro-5'-fluoro-2'-methoxy-[1,1'-biphenyl]-4-yl)-3-methyl-1H-imidazol BrC=1C(=C(C=C(C1)F)C1=CC(=C(C=C1)N1CN(C=C1)C)Cl)OC